C(C)(=O)C1=C(CN(C(C(C)(C)C)=O)CC(NC=2C=C3CC4(C(NC5=NC=CC=C54)=O)CC3=CC2)=O)C=CC=C1 N-(2-Acetylbenzyl)-N-(2-oxo-2-((2'-oxo-1,1',2',3-tetrahydrospiro[indene-2,3'-pyrrolo[2,3-b]pyridin]-5-yl)amino)ethyl)pivalamide